C(C1=CC=CC=C1)NC1=NC(=NN2C1=CC=C2C(C)C)N2C(=CC=1C(=CC=CC21)C(=O)N)C 1-[4-(benzylamino)-7-(propan-2-yl)pyrrolo[2,1-f][1,2,4]triazin-2-yl]-2-methyl-1H-indole-4-carboxamide